N-Carbamyl-D-Valine C(N)(=O)N[C@H](C(C)C)C(=O)O